C(CCCCCCCCCC=O)=O 1,11-Undecandialdehyd